N-[[2-(trifluoromethyl)-3-pyridinyl]methyl]pyridine-3-carboxamide FC(C1=NC=CC=C1CNC(=O)C=1C=NC=CC1)(F)F